FC(C1=C2C(=NC=C1)OCC2=O)(F)F 4-(trifluoromethyl)furo[2,3-b]pyridin-3(2H)-one